(S)-2-HYDROXY-2-METHYLBUTYRIC ACID O[C@](C(=O)O)(CC)C